BrC1=C2C=CC=CN2C(=N1)C1=CC=C(C=C1)C(F)(F)F 7-bromo-9-[4-(trifluoromethyl)phenyl]-1,8-diazabicyclo[4.3.0]Nonane-2,4,6,8-tetraene